(R)-1-((R)-pyrrolidin-2-yl)isochroman-6-carbonitrile N1[C@H](CCC1)[C@@H]1OCCC2=CC(=CC=C12)C#N